tert-butyl [3-formyl-4'-methoxy-6'-(propan-2-yl)[2,3'-bipyridin]-4-yl]carbamate C(=O)C=1C(=NC=CC1NC(OC(C)(C)C)=O)C=1C=NC(=CC1OC)C(C)C